NC=1NC(C=2N=CN(C2N1)[C@@H]1C([C@@H]([C@H](C1)OC(CCCCC)=O)CO[Si](C)(C)C(C)(C)C)=C)=O (1s,2r,4s)-4-(2-amino-6-oxo-1H-purin-9(6H)-yl)-2-(((tert-butyldimethylsilyl) oxy) methyl)-3-methylenecyclopentylcaproate